4-(4-((3-ethyl-9-fluoro-2-oxo-2,3-dihydro-1H-pyrimido[4,5,6-de]quinazolin-8-yl)methyl)piperazin-1-yl)-2,3-difluoro-N-methoxybenzamide C(C)N1C(NC2=C(C(=CC=3C2=C1N=CN3)CN3CCN(CC3)C3=C(C(=C(C(=O)NOC)C=C3)F)F)F)=O